(+-)-3-carene-2,5-dione C12C(C(=CC(C1C2(C)C)=O)C)=O